ClC=1C=C(C=CC1Cl)COC1=NN=C(S1)NC(=O)C1=C(C=NC=C1)C1=C(C=CC=C1)OC N-[5-[(3,4-dichlorophenyl)methoxy]-1,3,4-thiadiazol-2-yl]-3-(2-methoxyphenyl)pyridine-4-carboxamide